Methyl (S)-2-((S)-3-cyclohexyl-2-(((pentyloxy)carbonyl)amino)propanamido)-5-(2,3-dihydrobenzo[f][1,4]oxazepin-4(5H)-yl)-5-oxopentanoate C1(CCCCC1)C[C@@H](C(=O)N[C@H](C(=O)OC)CCC(=O)N1CCOC2=C(C1)C=CC=C2)NC(=O)OCCCCC